6-methoxy-2-(2-(thien-3-yl)ethyl)-1,2,3,4-tetrahydroisoquinoline COC=1C=C2CCN(CC2=CC1)CCC1=CSC=C1